FC=1C=C(OCC(=O)NC23CC(C(CC2)(CC3)NC(COC=3C=NC(=CC3)C(F)(F)F)=O)O)C=CC1F 2-(3,4-difluorophenoxy)-N-[3-hydroxy-4-(2-{[6-(trifluoromethyl)pyridin-3-yl]oxy}acetamido)bicyclo[2.2.2]octan-1-yl]acetamide